6-((Dimethylamino)methyl)-N'-(1,2,3,5,6,7-hexahydro-s-indacen-4-ylcarbamoyl)pyridine-3-sulfonimidamide CN(C)CC1=CC=C(C=N1)S(=O)(N)=NC(NC1=C2CCCC2=CC=2CCCC12)=O